N1C(=NC2=C1C=CC=C2)SCC(=O)NC2=C(C(=O)N)C=CC=C2 2-{2-[(1H-benzimidazol-2-yl)thio]Acetamido}benzamide